C[Si](CCOCOC(=O)C=1NC2=CC=CC=C2C1)(C)C Indole-2-carboxylic acid 2-trimethylsilylethoxymethyl ester